tert-Butyl (4-chloro-3-fluoro-2-((3S)-3-(5-iodo-1H-imidazol-2-yl)-5-oxo-1,2,3,5,8,8a-hexahydroindolizin-7-yl)phenyl)carbamate ClC1=C(C(=C(C=C1)NC(OC(C)(C)C)=O)C1=CC(N2[C@@H](CCC2C1)C=1NC(=CN1)I)=O)F